C1(=CC=CC=C1)C1=CC(=NC(=C1)C1=CC=CC=C1)C1=CC=C(C=C1)B(O)O (4-(4,6-diphenylpyridin-2-yl)phenyl)boronic acid